2-methyl-1,5-octadiene CC(=C)CCC=CCC